(1S,4S)-2-thia-5-azabicyclo[2.2.1]heptane hydrochloride Cl.[C@@H]12SC[C@@H](NC1)C2